[Cu].[Pb] plumbum-copper